FC1=C(C=CC(=C1C)F)C=1C=C2C(=NC1)N(C(N2CC=2C=NN(C2)C)=O)C 6-(2,4-difluoro-3-methyl-phenyl)-3-methyl-1-[(1-methylpyrazol-4-yl)methyl]imidazo[4,5-b]pyridin-2-one